ClC1=C(C=CC=C1)N1N=C(C=C1C1=CC=CC=C1)C(=O)OC methyl 1-(2-chlorophenyl)-5-phenylpyrazole-3-carboxylate